C1(=C(C=CC=C1)NC(NC1=C(C=CC=C1)C)=N)C.B(O)(O)O.C=1(O)C(O)=CC=CC1.C=1(O)C(O)=CC=CC1 dicatechol borate di-o-tolylguanidine salt